C(C)(C)C1C(NC(C(CCCCC(NCCOCCOCCC(N1)=O)=O)=O)C)=O 5-isopropyl-2-methyl-1,4,7,17-tetraoxo-10,13-dioxa-3,6,16-triazacycloheneicosane